COC1=CC2=C([C@@H](C[C@@H](O2)C2=CC=C(C(=O)O)C=C2)NC(=O)C2(CC2)C2=CC=C(C=C2)C)C=C1 4-[(2R,4R)-7-methoxy-4-{[1-(4-methylphenyl)cyclopropane-1-carbonyl]amino}-3,4-dihydro-2H-1-benzopyran-2-yl]benzoic acid